N-(benzenesulfonyl)-2-chloro-6-[3-[[1-(trifluoromethyl)cyclobutyl]methoxy]pyrazol-1-yl]pyridine-3-carboxamide C1(=CC=CC=C1)S(=O)(=O)NC(=O)C=1C(=NC(=CC1)N1N=C(C=C1)OCC1(CCC1)C(F)(F)F)Cl